1-(3-methylbutan-2-enyl) cyclohex-2-en-1-carboxylate C1(C=CCCC1)C(=O)OCC=C(C)C